O=C(CCCC(=O)[O-])C1=CC=CC=C1 5-oxo-5-phenylpentanoate